NCCCN1C(=NC=C1C)CCCCCCCCCCC 1-(3-aminopropyl)-5-methyl-2-undecylimidazole